C(C)(C)(C)OC(CN(CC(=O)OCC1=CC=CC=C1)C(=O)[C@@H]1[C@H](N(C(C1)=O)C)C=1C=NC=CC1)=O benzyl N-(2-(tert-butoxy)-2-oxoethyl)-N-((2S,3S)-1-methyl-5-oxo-2-(pyridin-3-yl)pyrrolidine-3-carbonyl)glycinate